CC1=C(SC=2N=C(N(C(C21)=O)C2=CC=CC=C2)SCC=2N=C(SC2)C)C 5,6-dimethyl-2-{[(2-methyl-1,3-thiazol-4-yl)methyl]thio}-3-phenylthieno[2,3-d]pyrimidin-4(3H)-one